N-(1-(4-(3-(Cyclopentyloxy)-4-(trifluoromethyl)phenoxy)piperidine-1-carbonyl)-1H-pyrazol-3-yl)methanesulfonamide C1(CCCC1)OC=1C=C(OC2CCN(CC2)C(=O)N2N=C(C=C2)NS(=O)(=O)C)C=CC1C(F)(F)F